BrC1=CC(=C(O[C@H](C(=O)O)CC2CCC2)C=C1)C1=NOC=C1 (S)-2-[4-bromo-2-(3-isoxazolyl)phenoxy]-3-cyclobutylpropionic acid